2-phenoxy-1-(2-(5-(trifluoromethyl)-1,2,4-oxadiazol-3-yl)-4,7-dihydrothieno[2,3-c]pyridin-6(5H)-yl)ethan-1-one O(C1=CC=CC=C1)CC(=O)N1CC2=C(CC1)C=C(S2)C2=NOC(=N2)C(F)(F)F